4-(4,4-dimethyl-2,5-dioxo-3-(2-(isoquinolin-1-ylamino)ethyl)imidazolin-1-yl)-2-(trifluoromethyl)benzonitrile CC1(N(C(N(C1=O)C1=CC(=C(C#N)C=C1)C(F)(F)F)=O)CCNC1=NC=CC2=CC=CC=C12)C